C1=CC=C2C=CC=C3C4=CC=C5C(=C4C1=C23)C=CC=C5 Benz-fluoranthen